C(C)N(C(C)C)C(C)C N-Ethyl-N-(propan-2-yl)propan-2-amin